CN(C1=CC(=C(C=N1)C=1C(=NN2C1N=C(C=C2N(C)CC2=CC=C(C=C2)C=2N=CC(=NC2)N(C)C)C)C)C)C 5-{4-[({3-[6-(dimethylamino)-4-methylpyridin-3-yl]-2,5-dimethylpyrazolo[1,5-a]pyrimidin-7-yl}(methyl)amino)methyl]phenyl}-N,N-dimethylpyrazin-2-amine